1-(4-bromophenoxy)-3-(but-3-en-2-yloxy)propan-2-ol BrC1=CC=C(OCC(COC(C)C=C)O)C=C1